COC1=C(C=CC(=C1)N1CCC(CC1)N1CCN(CC1)C)NC1=NC=C(C(=N1)NC=1C=CC=C2C=CN(C12)S(=O)(=O)C)C N2-(2-methoxy-4-(4-(4-methylpiperazin-1-yl)piperidin-1-yl)phenyl)-5-methyl-N4-(1-(methylsulfonyl)indol-7-yl)pyrimidine-2,4-diamine